bis(1,2-dimethylpropylthio)-dichlorosilane CC(C(C)C)S[Si](Cl)(Cl)SC(C(C)C)C